N-(1,3-benzothiazol-6-yl)-7-bromo-5-fluoroquinazolin-4-amine S1C=NC2=C1C=C(C=C2)NC2=NC=NC1=CC(=CC(=C21)F)Br